C1OCCC12CN(CC2)C2=NC=C(C=N2)OC2=C(C=C(N)C=C2)C 4-((2-(2-oxa-7-azaspiro[4.4]nonan-7-yl)pyrimidin-5-yl)oxy)-3-methylaniline